C=C\C=C/C=C\C=C\C=C/CCCCCCCCCCC (3Z,6Z,9Z,12Z,15Z)-Heneicosapentaene